(4-(3-(tert-butyl)-1H-1,2,4-triazol-1-yl)-3-chlorophenyl)(4-(5-methyloxazolo[4,5-b]pyridin-2-yl)piperazin-1-yl)methanone C(C)(C)(C)C1=NN(C=N1)C1=C(C=C(C=C1)C(=O)N1CCN(CC1)C=1OC=2C(=NC(=CC2)C)N1)Cl